tert-butyldiphenylsilane C(C)(C)(C)[SiH](C1=CC=CC=C1)C1=CC=CC=C1